N-(6-(2,6-Dimethylpyrimidin-4-yl)-6-methyl-5-oxo-5,6,7,8-tetrahydroquinolin-2-yl)-2-(4-(ethylsulfonyl)phenyl)acetamide CC1=NC(=CC(=N1)C1(C(C=2C=CC(=NC2CC1)NC(CC1=CC=C(C=C1)S(=O)(=O)CC)=O)=O)C)C